C(C)OCCN(CC[C@@H](C(=O)O)NC(=O)C=1C(=NN(C1)C)C(F)(F)F)CCCCC1=NC=2NCCCC2C=C1 (S)-4-((2-ethoxyethyl)(4-(5,6,7,8-tetrahydro-1,8-naphthyridin-2-yl)butyl)amino)-2-(1-methyl-3-(trifluoromethyl)-1H-pyrazole-4-carboxamido)butanoic acid